C(C1=CC=CC=C1)OCC1=CC=C(C=C1)S(=O)(=O)N1CCC(CC1)NC=1N=CC2=C(N1)N(C(C(=C2)C(F)F)=O)C2CCCC2 2-((1-((4-((benzyloxy)methyl)phenyl)sulfonyl)piperidin-4-yl)amino)-8-cyclopentyl-6-(difluoromethyl)pyrido[2,3-d]pyrimidin-7(8H)-one